ClC=1C=CC(=C(CN2CCCCC2)C1)OCC1CC1 1-(5-chloro-2-(cyclopropylmethoxy)benzyl)piperidin